C(C=1C(C(=O)O)=CC=CC1)(=O)O.C(COCCO)O diethylene glycol Phthalate